FC(COC1=C(C=CC=2NC(=NC21)C=2C1=C(C=NC2OC)C(=CN1)C#N)C1CC(N(CC1)C)C)F 7-(4-(2,2-Difluoroethoxy)-5-(1,2-dimethylpiperidin-4-yl)-1H-benzo[d]imidazol-2-yl)-6-methoxy-1H-pyrrolo[3,2-c]pyridine-3-carbonitrile